7-[5-CHLORO-4-METHOXY-2-(4-METHOXYPYRAZOL-1-YL)PHENYL]-N-[(2,4-DIMETHOXYPHENYL)METHYL]CINNOLIN-4-AMINE ClC=1C(=CC(=C(C1)C1=CC=C2C(=CN=NC2=C1)NCC1=C(C=C(C=C1)OC)OC)N1N=CC(=C1)OC)OC